C(C)(C)(C)OC(=O)N1CC2N(C3=C(OC2)C=C(C=N3)C(F)(F)F)CC1 3-(trifluoromethyl)-6a,7,9,10-tetrahydropyrazino[1,2-d]pyrido[3,2-b][1,4]oxazine-8(6H)-carboxylic acid tert-butyl ester